O=C1O[C@H]2C[C@H](C[C@@H]1C2)NC(C)=O N-((1R,3S,5R)-7-oxo-6-oxabicyclo[3.2.1]octan-3-yl)acetamide